t-butyl-((4'-methoxy-[1,1'-biphenyl]-3-yl)oxy)dimethylsilane C(C)(C)(C)[Si](C)(C)OC=1C=C(C=CC1)C1=CC=C(C=C1)OC